C(C)(C)(C)OC(=O)N(CCNC1=CC(=C(S1)C(=O)[O-])OC)CC(=O)O.[Li+].[Li+].C(C)(C)(C)OC(=O)N(CC(=O)O)CCNC1=CC(=C(S1)C(=O)[O-])OC dilithium 5-([2-[(tert-butoxycarbonyl) (carboxymethyl)amino] ethyl]-amino)-3-methoxythiophene-2-carboxylate